ClC=1C=C2C=C(NC2=CC1OCC=1N=CSC1)CNC(=O)C1(COC1)C N-((5-chloro-6-(thiazol-4-ylmethoxy)-1H-indol-2-yl)methyl)-3-methyloxetane-3-carboxamide